Cl.C(#C)C1CCNCCO1 7-ethynyl-1,4-oxazepane hydrochloride